NC1=NN2C(C=C(C=C2)C=2C(=NC(=C(C(=O)NCC3=C(C=CC=C3)COC(C)C)C2)OC)C)=N1 5-(2-amino-[1,2,4]triazolo[1,5-a]pyridin-7-yl)-N-(2-(isopropoxymethyl)benzyl)-2-methoxy-6-methylnicotinamide